ethyl 2-[(1S)-1-[[(R)-tert-butylsulfinyl]amino]-4-chloro-indan-1-yl]acetate C(C)(C)(C)[S@@](=O)N[C@@]1(CCC2=C(C=CC=C12)Cl)CC(=O)OCC